(Z)-N-(4-(4-chlorophenyl)-5-(2,2,2-trifluoroethoxy)pyrimidin-2-yl)-2-cyano-3-hydroxy-3-(5-methylisoxazol-4-yl)acryl-amide ClC1=CC=C(C=C1)C1=NC(=NC=C1OCC(F)(F)F)NC(\C(=C(\C=1C=NOC1C)/O)\C#N)=O